tert-butyl (3S,5R)-3-methyl-5-((5-(5-(methylsulfonyl)thiazol-2-yl)-1-((2-(trimethylsilyl)ethoxy)methyl)-1H-pyrrolo[2,3-b]pyridin-4-yl)amino)piperidine-1-carboxylate C[C@@H]1CN(C[C@@H](C1)NC1=C2C(=NC=C1C=1SC(=CN1)S(=O)(=O)C)N(C=C2)COCC[Si](C)(C)C)C(=O)OC(C)(C)C